O1CC(CC1)OC(NC)=O N-methyl-carbamic acid tetrahydrofuran-3-yl ester